C(C)(C)(C)OC(=O)NCCCNC(=O)C=1C=CC2=C(N(C(=[N+]2CC)C(=O)[O-])CC)C1 6-[(3-{[(tert-butoxy) carbonyl] amino} propyl) carbamoyl]-1,3-diethyl-1H-1,3-benzodiazol-3-iumcarboxylate